1,1'-dithiodioctadecane C(CCCCCCCCCCCCCCCCC)SSCCCCCCCCCCCCCCCCCC